5-ethynyl-6-fluoro-4-(8-fluoro-2-(((2R,7aS)-2-fluorotetrahydro-1H-pyrrolizin-7a(5H)-yl)methoxy)-4-(1,4-oxazepan-4-yl)pyrido[4,3-d]pyrimidin-7-yl)naphthalen-2-yl acetate C(C)(=O)OC1=CC2=CC=C(C(=C2C(=C1)C1=C(C=2N=C(N=C(C2C=N1)N1CCOCCC1)OC[C@]12CCCN2C[C@@H](C1)F)F)C#C)F